beta-octadecyloxy-N,N-dimethylpropionamide C(CCCCCCCCCCCCCCCCC)OCCC(=O)N(C)C